N1N=NC2=C1C=CC(=C2)C2=NOC(=N2)C=2C=CC(=C(C#N)C2)NCC=C 5-(3-(1H-benzo[d][1,2,3]triazol-5-yl)-1,2,4-oxadiazol-5-yl)-2-(allylamino)benzonitrile